Cl.FC1=C(C=CC(=C1F)OC)C1=CN=C2N1C=CN=C2NC2=CC(=C(C(=O)N1CCC(CC1)C(=O)N[C@H]1CNCC1)C=C2)C (R)-1-(4-((3-(2,3-difluoro-4-methoxyphenyl)imidazo[1,2-a]pyrazin-8-yl)amino)-2-methylbenzoyl)-N-(pyrrolidin-3-yl)piperidine-4-carboxamide hydrochloride